N-(3-(6-Amino-5-(((2S,4R)-1-(but-2-ynoyl)-4-fluoropyrrolidin-2-yl)methoxy)pyrimidin-4-yl)-5-fluoro-2-methylphenyl)-4-cyclopropyl-2-fluorobenzamide NC1=C(C(=NC=N1)C=1C(=C(C=C(C1)F)NC(C1=C(C=C(C=C1)C1CC1)F)=O)C)OC[C@H]1N(C[C@@H](C1)F)C(C#CC)=O